5-bromo-4-methyl-3H-2-benzofuran-1-one BrC1=C(C2=C(C(OC2)=O)C=C1)C